ethyl 6,6-dimethyl-3-((6-nitroisoquinolin-1-yl) amino)-5,6-dihydropyrrolo[3,4-c]pyrazole-1(4H)-carboxylate CC1(NCC2=C1N(N=C2NC2=NC=CC1=CC(=CC=C21)[N+](=O)[O-])C(=O)OCC)C